O1[C@H](CCC1)CC1=NN=C(O1)C1=NC=C(C=C1N)S(=O)(=O)C1=CC=C(C=C1)OC(F)(F)F 2-(5-{[(2R)-oxolan-2-yl]methyl}-1,3,4-oxadiazol-2-yl)-5-[4-(trifluoromethoxy)benzene-1-sulfonyl]pyridin-3-amine